(S)-1-(2-((6-chloro-1H-pyrazolo[3,4-d]pyrimidin-1-yl)methyl)pyrrolidin-1-yl)ethan-1-one ClC1=NC=C2C(=N1)N(N=C2)C[C@H]2N(CCC2)C(C)=O